P-dioxanone C1COC(=O)CO1